OC[C@H]1CN(CC1)C(CC1=CC=C(C=C1)NC(=O)NCC1=CC=C(C=C1)OC)=O [(4-{2-[(3R)-3-(hydroxymethyl)pyrrolidinyl]-2-oxoethyl}phenyl)amino]-N-[(4-methoxyphenyl)methyl]carboxamide